C/C(=C/NC(=O)N)/C(=O)O The molecule is a monocarboxylic acid resulting from the formal 1,4-addition of one of the amino groups of urea to methacrylic acid (the Z isomer), or by the hydrolytic ring cleavage of uracil It is a member of ureas and a monocarboxylic acid. It derives from a methacrylic acid and a uracil. It is a conjugate acid of a (Z)-2-methylureidoacrylate.